Perfluoro-(2,2-dimethyl-1,3-dioxol) FC=1OC(OC1F)(C(F)(F)F)C(F)(F)F